methylethyl (2R)-4-[(4-fluoro-3-{[(6-methyl(3-pyridyl))amino]carbonylamino}phenyl)methyl]-2-(methoxymethyl)piperazinecarboxylate FC1=C(C=C(C=C1)CN1C[C@@H](N(CC1)C(=O)OC(C)C)COC)NC(=O)NC=1C=NC(=CC1)C